[4-[4-(2-methoxy-phenyl)-piperidin-1-yl]-2-(1-trifluoromethyl-cyclobutyl)-quinazolin-6-yl]-methyl-(2-morpholin-4-yl-ethyl)-amine COC1=C(C=CC=C1)C1CCN(CC1)C1=NC(=NC2=CC=C(C=C12)N(CCN1CCOCC1)C)C1(CCC1)C(F)(F)F